NC1=NC=CC2=CC(=CC=C12)NCC1=CC(=NC=C1)OCC1C2CNC(C1)C2 5-(((4-(((1-aminoisoquinolin-6-yl)amino)methyl)pyridin-2-yl)oxy)methyl)-2-azabicyclo[2.2.1]heptan